C1(=CC=CC=C1)P(C1=C(C=CC(=C1)C)C)=O phenyl-(2,5-dimethylphenyl)phosphine oxide